The molecule is the conjugate base of 3-(2,3-dihydroxyphenyl)propanoic acid. It derives from a propionate. It is a conjugate base of a 3-(2,3-dihydroxyphenyl)propanoic acid. C1=CC(=C(C(=C1)O)O)CCC(=O)[O-]